C(C)(C)(C)C=C(C(=O)N)C=C tert-butyl-vinyl-acrylamide